5-[(4R,9aS)-8-[(6-chloro-2-methyl-3-pyridyl)methyl]-4-methyl-3,4,6,7,9,9a-hexahydro-1H-pyrazino[1,2-a]pyrazin-2-yl]-2-deuterio-quinoline-8-carbonitrile ClC1=CC=C(C(=N1)C)CN1C[C@@H]2N([C@@H](CN(C2)C2=C3C=CC(=NC3=C(C=C2)C#N)[2H])C)CC1